4-((6-chloro-3-isopropylimidazo[1,2-b]pyridazin-8-yl)amino)piperidine-1-carboxylic acid tert-butyl ester C(C)(C)(C)OC(=O)N1CCC(CC1)NC=1C=2N(N=C(C1)Cl)C(=CN2)C(C)C